2'-chloro-6-(cyclopropoxymethyl)-N-(5-(((1r,4r)-4-hydroxycyclohexyl)methoxy)-1,3,4-thiadiazol-2-yl)-5'-methoxy-(4,4'-bipyridine)-3-carboxamide ClC1=NC=C(C(=C1)C1=C(C=NC(=C1)COC1CC1)C(=O)NC=1SC(=NN1)OCC1CCC(CC1)O)OC